(2R,3R,4S,5R)-4-[[3-[2-(difluoromethoxy)-3,4-difluoro-phenyl]-4,5-dimethyl-5-(trifluoromethyl)tetrahydrofuran-2-carbonyl]amino]-5-methyl-pyridine-2-carboxamide FC(OC1=C(C=CC(=C1F)F)[C@@H]1[C@@H](O[C@]([C@H]1C)(C(F)(F)F)C)C(=O)NC1=CC(=NC=C1C)C(=O)N)F